BrC1=CC=C(C=C1)NC=1SC(=NN1)C1=CC=CC=C1 N-(4-bromophenyl)-5-phenyl-1,3,4-thiadiazol-2-amine